ClC1=C(C=C2C(=NC=NC2=C1)N1C[C@H](N(CC1)C(=O)OC(C)(C)C)CO)C1=CC=C(C=C1)Cl (S)-tert-Butyl 4-(7-chloro-6-(4-chlorophenyl)quinazolin-4-yl)-2-(hydroxymethyl)piperazine-1-carboxylate